2-[(5-Fluoro-1-benzothiophen-2-yl)formamido]-3-phenylpropanoic acid FC=1C=CC2=C(C=C(S2)C(=O)NC(C(=O)O)CC2=CC=CC=C2)C1